C(C)(=O)O[C@@H]1COCC[C@H]1NC1=NN2C(C=N1)=C(C(=C2C2(CCC2)CC)C#N)F (3S,4R)-4-{[6-cyano-7-(1-ethylcyclobutyl)-5-fluoropyrrolo[2,1-f][1,2,4]triazin-2-yl]amino}oxan-3-yl acetate